3-(4-chlorophenyl)-1-ethyl-5-phenyl-6-(phenylthio)-3,5-dihydroimidazo[4,5-c][1,2]thiazine-4(1H)-one 2,2-dioxide ClC1=CC=C(C=C1)C1C(C2=C(N(S1(=O)=O)CC)N=C(N2C2=CC=CC=C2)SC2=CC=CC=C2)=O